CC=1N=C2N(C=C(N=C2C)NC(=O)C2=CC=C(C3=CN(N=C23)C)N2C[C@H](N[C@H](C2)C)C)C1 N-{2,8-dimethylimidazo[1,2-a]pyrazin-6-yl}-4-[(3R,5S)-3,5-dimethylpiperazin-1-yl]-2-methylindazole-7-carboxamide